C1(CC1)C=1NC(=NN1)C1CC2(CN(C2)C(=O)N2CC3(C2)CCN(C3)CC=3N=NC(=CC3)C(F)(F)F)C1 [6-(5-cyclopropyl-4H-1,2,4-triazol-3-yl)-2-azaspiro[3.3]heptan-2-yl]-[7-[[6-(trifluoromethyl)pyridazin-3-yl]methyl]-2,7-diazaspiro[3.4]octan-2-yl]methanone